BrC(C(=O)O)CCCCCCC bromononanoic acid